(E)-2-amino-6-(2-(1-trityl-1H-imidazol-4-yl)benzylidene)-7,8-dihydroquinazolin-5(6H)-one NC1=NC=2CC\C(\C(C2C=N1)=O)=C/C1=C(C=CC=C1)C=1N=CN(C1)C(C1=CC=CC=C1)(C1=CC=CC=C1)C1=CC=CC=C1